O=S1(CC(C1)C1=C(C=NC2=C(C(=CC=C12)F)C1=C(C(=CC(=C1)F)F)F)C(=O)NN1C2=C(OCC1)C=CC(=C2)F)=O 4-(1,1-dioxidothietan-3-yl)-7-fluoro-N-(6-fluoro-2,3-dihydro-4H-benzo[b][1,4]oxazin-4-yl)-8-(2,3,5-trifluorophenyl)quinoline-3-carboxamide